N-[3-(3-cyanophenyl)-3-hydroxypropyl]-2-fluoro-6-methylbenzamide C(#N)C=1C=C(C=CC1)C(CCNC(C1=C(C=CC=C1C)F)=O)O